C(C)[C@]1(C(OCC=2C(N3CCC(C3=CC21)=O)=O)=O)O (4S)-4-ethyl-4-hydroxy-7,8-dihydro-1H-pyrano[3,4-f]indolizine-3,6,10-trione